tert-butyl 4-(14-{[2-(2,6-dioxopiperidin-3-yl)-1-oxo-2,3-dihydro-1H-isoindol-4-yl]amino}-3,6,9,12-tetraoxatetradecan-1-yl)piperazine-1-carboxylate O=C1NC(CCC1N1C(C2=CC=CC(=C2C1)NCCOCCOCCOCCOCCN1CCN(CC1)C(=O)OC(C)(C)C)=O)=O